4-amino-7-{(1S)-1-[1-(2-fluorophenyl)-1H-pyrazol-4-yl]propyl}-5-[2-(trifluoromethyl)pyrimidin-5-yl]pyrrolo[2,1-f][1,2,4]triazine-6-carbonitrile NC1=NC=NN2C1=C(C(=C2[C@@H](CC)C=2C=NN(C2)C2=C(C=CC=C2)F)C#N)C=2C=NC(=NC2)C(F)(F)F